4-[(7-hydroxy-7-methyl-5,6-dihydrocyclopenta[b]pyridin-2-yl)amino]-2-[(1,1,2-trimethyl-3,4-dihydroisoquinolin-6-yl)amino]pyrimidine-5-carbonitrile OC1(CCC=2C1=NC(=CC2)NC2=NC(=NC=C2C#N)NC=2C=C1CCN(C(C1=CC2)(C)C)C)C